C1(CC1)C1=CC=C2C(N(CN(C2=C1)C1=C(C=C(C=C1)F)C)C1=C(NC(C=C1)=O)C)=O 7-cyclopropyl-1-(4-fluoro-2-methylphenyl)-3-(2-methyl-6-oxo-1,6-dihydropyridin-3-yl)-2,3-dihydroquinazolin-4(1H)-one